ClC1=C(C=CC=C1O)O 2-Chloro-1,3-dihydroxybenzene